(S)-2-amino-3-(4-(6-(dimethylamino)-3-methyl-2-oxo-2,3-dihydro-1H-benzo[d]imidazol-1-yl)phenyl)propanoic acid methyl ester COC([C@H](CC1=CC=C(C=C1)N1C(N(C2=C1C=C(C=C2)N(C)C)C)=O)N)=O